ClC=1N=C2C(=C(C(N(C2=CC1)C)=O)C#N)N1CCC2(CC1)NC1=CC=CC=C1C2 6-chloro-1-methyl-2-oxo-4-spiro[indoline-2,4'-piperidine]-1'-yl-1,5-naphthyridine-3-carbonitrile